C(C)(C)OC(=O)C=1C(=NC=NC1)NC=1C=CC=C2CCCN(C12)S(=O)(=O)C 4-((1-(methylsulfonyl)-1,2,3,4-tetrahydroquinolin-8-yl)amino)pyrimidine-5-carboxylic acid isopropyl ester